2-((2-methoxyphenyl)amino)-1-(4-(5-(trifluoromethyl)-1,2,4-oxadiazol-3-yl)phenyl)ethan-1-one COC1=C(C=CC=C1)NCC(=O)C1=CC=C(C=C1)C1=NOC(=N1)C(F)(F)F